Hydroxyethanedisulfonic acid tetrasodium salt [Na+].[Na+].[Na+].[Na+].OC(CS(=O)(=O)[O-])S(=O)(=O)[O-].OC(CS(=O)(=O)[O-])S(=O)(=O)[O-]